C(C1=CC=CC=C1)OC=1C=CC2=C(CN(S(O2)(=O)=O)CC=2C=C(C=CC2C)C(CC(=O)OC)C2=C(C3=C(N(N=N3)C)C=C2)C)C1 Methyl 3-(3-{[6-(benzyloxy)-2,2-dioxo-2H-1,2λ6,3-benzoxathiazin-3(4H)-yl]methyl}-4-methylphenyl)-3-(1,4-dimethyl-1H-benzotriazol-5-yl)propanoate